N-(4-(5-(trifluoromethyl)isothiazol-3-yl)phenyl)acrylamide FC(C1=CC(=NS1)C1=CC=C(C=C1)NC(C=C)=O)(F)F